3-(5-isobutyl-3-{5-[(2-methyl-1H-imidazol-1-yl)methyl]-2-pyridinyl}-2-thienylsulfonyl)-1-(3,3,3-trifluoropropyl)urea C(C(C)C)C1=CC(=C(S1)S(=O)(=O)NC(NCCC(F)(F)F)=O)C1=NC=C(C=C1)CN1C(=NC=C1)C